4-bromo-5-chloro-2,3-difluorobenzoyl chloride BrC1=C(C(=C(C(=O)Cl)C=C1Cl)F)F